3-(5-Bromo-2-chloro-anilino)propenamide BrC=1C=CC(=C(NC=CC(=O)N)C1)Cl